tert-butyl 4-(2-(3,6-dihydro-2H-pyran-4-yl)-5-ethyl-7-oxo-4,7-dihydro-[1,2,4]triazolo[1,5-a]pyrimidin-6-yl)octahydro-1H-pyrrolo[3,2-b]pyridine-1-carboxylate O1CCC(=CC1)C1=NN2C(NC(=C(C2=O)N2C3C(CCC2)N(CC3)C(=O)OC(C)(C)C)CC)=N1